(4-bromo-3-{[(dimethylamino)methylene]sulfamoyl}phenyl)-2-(2-chloro-4-fluorophenyl)acetamide BrC1=C(C=C(C=C1)C(C(=O)N)C1=C(C=C(C=C1)F)Cl)S(N=CN(C)C)(=O)=O